CC(C)(C)S(=O)O 2-methylpropane-2-sulfinic acid